6,7-dichloropyrido[2,3-d]pyrimidine-2,4-diol ClC1=CC2=C(N=C(N=C2O)O)N=C1Cl